(4-((2-(1H-pyrazol-4-yl)ethyl)amino)-5,6-dimethylpyrimidin-2-yl)(4,4-difluoro-2-phenylpiperidin-1-yl)methanone N1N=CC(=C1)CCNC1=NC(=NC(=C1C)C)C(=O)N1C(CC(CC1)(F)F)C1=CC=CC=C1